2-(3-(4-((1H-pyrazol-4-yl)amino)-6-(cyclopentyloxy)quinazolin-2-yl)phenoxy)-N-isopropylacetamide bis-trifluoroacetic acid salt FC(C(=O)O)(F)F.FC(C(=O)O)(F)F.N1N=CC(=C1)NC1=NC(=NC2=CC=C(C=C12)OC1CCCC1)C=1C=C(OCC(=O)NC(C)C)C=CC1